C(C)(C)(C)OOC1(CCCCC1)OOC(C)(C)C 1,1-bis(tertiary butyl-peroxy)cyclohexane